[2H]C(C(=O)N)(C1=CC=C(C=C1)F)[2H] dideuteriomonofluorobenzeneacetamide